Pyrrolenitrile N-acetyl-L-glutamate gold [Au+3].C(C)(=O)N[C@@H](CCC(=O)[O-])C(=O)[O-].N1C(=CC=C1)C#N.C(C)(=O)N[C@@H](CCC(=O)[O-])C(=O)[O-].C(C)(=O)N[C@@H](CCC(=O)[O-])C(=O)[O-].[Au+3]